4-(((6-amino-1-methyl-1H-pyrazolo[3,4-d]pyrimidin-4-yl)amino)methyl)benzenesulfonamide NC1=NC(=C2C(=N1)N(N=C2)C)NCC2=CC=C(C=C2)S(=O)(=O)N